C(CC)N(C1=CC=C2CCCC(C2=C1C)O)CCC 7-(dipropylamino)-8-methyl-tetrahydronaphthalen-1-ol